rac-2-[(2R,5S)-2-[4-(Acetamidomethyl)phenyl]-5-methyl-1-piperidyl]-N-(6-amino-5-methyl-3-pyridyl)-2-oxo-acetamide C(C)(=O)NCC1=CC=C(C=C1)[C@@H]1N(C[C@H](CC1)C)C(C(=O)NC=1C=NC(=C(C1)C)N)=O |r|